9-(4-chloro-2-fluorophenyl)-2,3-dimethyl-7-[(2S)-2-(5-methyl-1,3,4-oxadiazol-2-yl)morpholin-4-yl]pyrazino[1,2-a]pyrimidin-4-one ClC1=CC(=C(C=C1)C1=NC(=CN2C1=NC(=C(C2=O)C)C)N2C[C@H](OCC2)C=2OC(=NN2)C)F